BrC(C1CCN(CC1)C(=O)OC(C)(C)C)C1=C(C=C(C(=C1)Cl)Cl)OC tert-butyl 4-(bromo(4,5-dichloro-2-methoxyphenyl)methyl)piperidine-1-carboxylate